C(C)OC(=O)C=1C=2CCC2C(=CC1)N 5-aminobicyclo[4.2.0]octan-1(6),2,4-triene-2-carboxylic acid ethyl ester